F[B-](F)(F)F.C(C)(C)(C)\[N+](=C/1\C=2C=C3C(=N\C(\C3=CC2C(=N1)N(C)C(C)(C)C)=[N+](\C)/C(C)(C)C)N(C)C(C)(C)C)\C.F[B-](F)(F)F (Z)-{(Z)-5-[(tert-Butyl)(methyl)azaniumylidene]-3,7-bis[(tert-butyl)-N-methylamino]-1,5-dihydro-2,6-diaza-s-indacen-1-ylidene}(tert-butyl)(methyl)azanium tetrafluoroborate